(S)-2-((((9H-Fluoren-9-yl)methoxy)carbonyl)amino)-3-(pyridazin-4-yl)propanoic acid C1=CC=CC=2C3=CC=CC=C3C(C12)COC(=O)N[C@H](C(=O)O)CC1=CN=NC=C1